ClC=1N=CC2=C(N1)N(C(=C2)C(OCC)OCC)C2(CCCCC2)CNC(OC(C)(C)C)=O tert-butyl ((1-(2-chloro-6-(diethoxymethyl)-7H-pyrrolo[2,3-d]pyrimidin-7-yl)cyclohexyl)methyl)carbamate